(S)-4-((2-((2-methylpyridin-3-yl)oxy)ethyl)(4-(5,6,7,8-tetrahydro-1,8-naphthyridin-2-yl)butyl)amino)-2-(pyridin-2-ylamino)butanoic acid CC1=NC=CC=C1OCCN(CC[C@@H](C(=O)O)NC1=NC=CC=C1)CCCCC1=NC=2NCCCC2C=C1